C(C)OC(=O)C=1N=CSC1CC(CO[Si](C1=CC=CC=C1)(C1=CC=CC=C1)C(C)(C)C)(C)C 5-{3-[(tert-butyldiphenylsilyl)oxy]-2,2-dimethylpropyl}-1,3-thiazole-4-carboxylic acid ethyl ester